(2r,3aR,6aS)-2-(6-chloro-1H-indazol-4-yl)octahydropentalen-2-ol ClC1=CC(=C2C=NNC2=C1)C1(C[C@@H]2CCC[C@@H]2C1)O